C1(CC1)N1C[C@H](N(C[C@@H]1C)C1CCN(CC1)C1=C(C=C(C(=C1)OC)NC1=NC=NC(=C1)N1OCC[C@@H]1C1=C(C=CC(=C1)F)F)NC(C=C)=O)C N-(2-(4-((2R,5S)-4-cyclopropyl-2,5-dimethylpiperazine-1-yl)piperidine-1-yl)-5-((6-((R)-3-(2,5-difluorophenyl)-isoxazolidine-2-yl)pyrimidine-4-yl)amino)-4-methoxyphenyl)acrylamide